CSCCS 2-(methylsulfanyl)ethane-1-thiol